ClC1=CC(=C(COC=2C=C(C=CC2)C=2CCN(CC2)CC2=NC3=C(N2C[C@H]2OCC2)C=C(C=C3)C(=O)O)C=C1)F (S)-2-((4-(3-((4-chloro-2-fluorobenzyl)-oxy)phenyl)-3,6-dihydropyridin-1(2H)-yl)methyl)-1-(oxetan-2-ylmethyl)-1H-benzo[d]-imidazole-6-carboxylic acid